[Cu].[V] Vanadium-copper